7-(3-pyridyl)-6,8-dihydro-5H-1,7-naphthyridin-2-amine N1=CC(=CC=C1)N1CCC=2C=CC(=NC2C1)N